di(2,5-di-tert-butylphenol) aluminum [Al].C(C)(C)(C)C1=C(C=C(C=C1)C(C)(C)C)O.C(C)(C)(C)C1=C(C=C(C=C1)C(C)(C)C)O